C(C(C)C)CC(=O)O.C(C(C)C)C(=O)CC(C)C isobutylketone (isobutyl acetate)